ClC1=CC2=C(N(C(N=C2N2[C@H](CN([C@@H](C2)C)C(C=C)=O)C)=O)C=2C(=NC=CC2C)C(C)C)N=C1C=1C=C(C=CC1)C (M)-6-Chloro-4-[(2S,5R)-2,5-dimethyl-4-prop-2-enoyl-piperazin-1-yl]-1-(2-isopropyl-4-methyl-3-pyridyl)-7-(m-tolyl)pyrido[2,3-d]pyrimidin-2-one